4-amino-7-fluoro-N-methyl-N-(2-(trifluoromethyl)-6,7-dihydro-5H-cyclopenta[b]pyridin-5-yl)imidazo[1,5-a]quinoxaline-8-carboxamide NC=1C=2N(C3=CC(=C(C=C3N1)F)C(=O)N(C1CCC3=NC(=CC=C31)C(F)(F)F)C)C=NC2